allyl-dicyclohexylglycine C(C=C)C(N(C1CCCCC1)C1CCCCC1)C(=O)O